2-{[4-(1-ethyl-1H-indazol-6-yl)-1-oxo-2,3-dihydro-1H-isoindol-2-yl]methyl}prop-2-enenitrile C(C)N1N=CC2=CC=C(C=C12)C1=C2CN(C(C2=CC=C1)=O)CC(C#N)=C